BrC=1C=CC2=C(C1)C1(CCOCC1)S(N2)(=O)=O 5-bromo-2',3',5',6'-tetrahydro-1H-spiro[2,1-benzothiazole-3,4'-pyran]-2,2-dioxide